1,3-dihydroxymethyl-5,5-dimethyl-hydantoin ethyl-2-(3-fluoro-2-methoxy-5-(tetrahydrofuran-2-yl)phenyl)acetate C(C)OC(CC1=C(C(=CC(=C1)C1OCCC1)F)OC)=O.OCN1C(=O)N(C(=O)C1(C)C)CO